CC1=C(C(=CC=C1)C(=O)O)C Xylic acid